methyl 4-amino-2-hydroxybenzoate NC1=CC(=C(C(=O)OC)C=C1)O